C(=O)C=1C=NC=C(C#N)C1 5-formylnicotinonitrile